ClC=1C=C(C=C(C1)Cl)[C@H](CC(=O)O)N(C(=O)C=1C=NN(C1)CCC1=NC=2NCCCC2C=C1)C (S)-3-(3,5-dichlorophenyl)-3-(N-methyl-1-(2-(5,6,7,8-tetrahydro-1,8-naphthyridin-2-yl)ethyl)-1H-pyrazole-4-carboxamido)propionic acid